OC=1C(=C2C(=C(N(C2=CC1)C1=CC=C(C=C1)OC)C)C(=O)OCC)CN1CCCCC1 ethyl 5-hydroxy-1-(4-methoxyphenyl)-2-methyl-4-(piperidin-1-ylmethyl)-1H-indole-3-carboxylate